8-(2-Carbamoylpyridin-4-yl)-9-(4-((1-(3-fluoropropyl)azetidin-3-yl)methyl)phenyl)-6,7-dihydro-5H-benzo[7]annulen C(N)(=O)C1=NC=CC(=C1)C=1CCCC2=C(C1C1=CC=C(C=C1)CC1CN(C1)CCCF)C=CC=C2